5-[[2-(3-chloro-2-pyridyl)-5-(difluoromethyl)pyrazole-3-carbonyl]amino]-6-methyl-3H-benzotriazole-4-carboxamide ClC=1C(=NC=CC1)N1N=C(C=C1C(=O)NC1=C(C2=C(N=NN2)C=C1C)C(=O)N)C(F)F